FC1=C(C(=CC(=C1)C#CC1=CC=CC=C1)F)N1C(N([C@@]2(CC1=O)C=1C=CC=NC1CCC2)C)=O (5S)-3'-[2,6-Difluoro-4-(2-phenylethynyl)phenyl]-r-methyl-spiro[7,8-dihydro-6H-quinoline-5,6'-hexahydropyrimidine]-2',4'-dione